8-(6-methoxy-3-pyridinyl)-3-methyl-1-[4-piperazin-1-yl-3-(trifluoromethyl)phenyl]imidazo[4,5-c]quinolin-2-one COC1=CC=C(C=N1)C1=CC=2C3=C(C=NC2C=C1)N(C(N3C3=CC(=C(C=C3)N3CCNCC3)C(F)(F)F)=O)C